S(C)(=O)(=O)O.S(C)(=O)(=O)O.P(=O)(O)(O)OC methyl dihydrogenphosphate dimesylate